ClC1=C(C=C(C(=C1)F)C1=NC=C(C=C1Cl)C(F)(F)F)C1=NOC(C1)(C(=O)[O-])C 3-(2-chloro-5-(3-chloro-5-(trifluoromethyl) pyridin-2-yl)-4-fluorophenyl)-5-methyl-4,5-dihydroisoxazole-5-carboxylate